ClC=1C=C2C(=C(C=NC2=CC1)C=1CCOCC1)NC1=C(C(=O)O)C=CC=C1 2-[[6-chloro-3-(3,6-dihydro-2H-pyran-4-yl)-4-quinolinyl]amino]benzoic acid